(5,6-difluoro-1H-indol-3-yl)-3,4-dihydroisoquinoline-2(1H)-carboxamide FC=1C=C2C(=CNC2=CC1F)C1N(CCC2=CC=CC=C12)C(=O)N